tri(4-(trimethylsilyl)phenyl)amine C[Si](C1=CC=C(C=C1)N(C1=CC=C(C=C1)[Si](C)(C)C)C1=CC=C(C=C1)[Si](C)(C)C)(C)C